4-hydroxyphenyl-(α-naphthylmethyl)methylsulfonium tetrakis(pentafluorophenyl)borate FC1=C(C(=C(C(=C1[B-](C1=C(C(=C(C(=C1F)F)F)F)F)(C1=C(C(=C(C(=C1F)F)F)F)F)C1=C(C(=C(C(=C1F)F)F)F)F)F)F)F)F.OC1=CC=C(C=C1)[S+](C)CC1=CC=CC2=CC=CC=C12